N-(3,4-dichlorobenzyl)pyridine-2-amine ClC=1C=C(CNC2=NC=CC=C2)C=CC1Cl